FC=1C=C2C(=CC(=NC2=CC1)C(F)(F)F)N[C@@H]1C[C@@H](CCC1)NC(=O)C=1C=C2C=CC(OC2=CC1)=O N-[(1R,3S)-3-{[6-fluoro-2-(trifluoromethyl)quinolin-4-yl]amino}cyclohexyl]-2-oxo-2H-chromene-6-carboxamide